[N+](=O)([O-])C1=CC=C(C=C1)N1N=C(C=C1)C1=NC=CC=C1 [1-(4-nitro-phenyl)-1H-pyrazol-3-yl]-pyridine